methyl (R)-4-(3-fluoro-2-(trifluoromethyl)phenyl)-2-(fluoromethyl)-5-oxo-1,4,5,7-tetrahydrofuro[3,4-b]pyridine-3-carboxylate FC=1C(=C(C=CC1)[C@@H]1C2=C(NC(=C1C(=O)OC)CF)COC2=O)C(F)(F)F